N-(4-(methylamino)butyl)-2-(4-(methylcarbamoyl)phenyl)benzo[d]imidazo[2,1-b]thiazole-7-carboxamide CNCCCCNC(=O)C1=CC2=C(N3C(S2)=NC(=C3)C3=CC=C(C=C3)C(NC)=O)C=C1